C[C@@H]1[C@H]([C@H]([C@@H](O1)N2C=NC3=C(N=CN=C32)N)O)O The molecule is a 5'-deoxyribonucleoside compound having adenosine as the nucleobase. It has a role as a human metabolite, an Escherichia coli metabolite and a mouse metabolite. It is a 5'-deoxyribonucleoside and a member of adenosines. It derives from an adenosine.